5-ethynylisophthalate C(#C)C=1C=C(C=C(C(=O)[O-])C1)C(=O)[O-]